(pyridin-3-ylmethyl)-1,3-dihydro-2H-benzo[d]imidazol-2-one N1=CC(=CC=C1)CN1C(NC2=C1C=CC=C2)=O